2-(4,4-dimethyl-1-piperidyl)-8-(1-hydroxyethyl)-3,6-dimethyl-chromen-4-one CC1(CCN(CC1)C=1OC2=C(C=C(C=C2C(C1C)=O)C)C(C)O)C